(4-((R)-2-hydroxy-3-(1-methyl-1H-tetrazol-5-yl)propoxy)phenyl)methanone O[C@@H](COC1=CC=C(C=C1)C=O)CC1=NN=NN1C